7-(3,9-diazabicyclo[3.3.1]non-3-yl)-2-(8-fluoro-2-methylimidazo[1,2-a]pyridin-6-yl)-4H-pyrido[1,2-a][1,3,5]triazin-4-one hydrochloride Cl.C12CN(CC(CCC1)N2)C=2C=CC=1N(C(N=C(N1)C=1C=C(C=3N(C1)C=C(N3)C)F)=O)C2